N1CC(CC1)NC=1SC2=C(N=NC=C2)N1 6-[(pyrrolidin-3-yl)amino][1,3]thiazolo[4,5-c]pyridazin